NCC(=O)NCOCCCC1=C2C(=NC=3C=C4C(=CC13)OCO4)C4=CC1=C(C(N4C2)=O)COC([C@]1(O)CC)=O (S)-2-amino-N-((3-(7-ethyl-7-hydroxy-8,11-dioxo-7,8,11,13-tetrahydro-10H-[1,3]dioxolano[4,5-g]pyrano[3',4':6,7]indolizino[1,2-B]quinolin-14-yl)propoxy)methyl)acetamide